BrC=1C(=C(C(=O)OC)C=C(C1)C(F)(F)F)N=C(C)N1CCOCC1 methyl 3-bromo-2-(1-morpholinoethylideneamino)-5-(trifluoromethyl)benzoate